CN1C(C=CC2=CN=CC=C12)=O 1-methyl-1,6-naphthyridin-2(1H)-one